2-[[2-(4-cyclopropyl-6-methoxy-pyrimidin-5-yl)-4-[[4-[1-methyl-4-(trifluoromethyl)imidazol-2-yl]phenyl]methoxy]pyrrolo[3,2-d]pyrimidin-5-yl]methoxy]ethyl-trimethyl-silane C1(CC1)C1=NC=NC(=C1C=1N=C(C2=C(N1)C=CN2COCC[Si](C)(C)C)OCC2=CC=C(C=C2)C=2N(C=C(N2)C(F)(F)F)C)OC